FC=1C(=C(C2=C(C=C(C=C2C1)O)O)OC([2H])([2H])[2H])C#N 3-fluoro-6,8-dihydroxy-1-(methoxy-d3)-2-naphthonitrile